COC=1C=C(C=CC1OC)NS(=O)(=O)C1=CC=C(C=C1)NC(NCC=1C=NC=CC1)=O 3-{4-[(3,4-dimethoxyphenyl)sulfamoyl]phenyl}-1-(pyridin-3-ylmethyl)urea